FC1=C(C=CC=C1)C1CC=NN1C(=O)C1CCN(CC1)C1=NC=CC(=C1)C1=C(C=CC(=C1)OCCOC)C (5-(2-fluorophenyl)-4,5-dihydro-1H-pyrazol-1-yl)(1-(4-(5-(2-methoxyethoxy)-2-methylphenyl)pyridin-2-yl)piperidin-4-yl)methanone